C(#N)C1=CC=C(NC=2C(=C(C=3C(C4=CC=CC=C4C(C3C2F)=O)=O)F)OC2=C(C=CC=C2CC)CC)C=C1 3-(p-cyanoanilino)-2-(2,6-diethylphenoxy)-1,4-difluoroanthraquinone